[Li].[V].[P].[Se] selenium phosphorus vanadium lithium